C[Si](SCCC[Si](OCC)(OCC)OCC)(C)C trimethylsilyl-thiopropyl-triethoxysilane